(S)-2-(4-Chloro-3-fluorobenzyl)-5-hydroxy-N-(1-(5-methylpyridazin-4-yl)-1H-pyrazol-4-yl)pentanamide ClC1=C(C=C(C[C@@H](C(=O)NC=2C=NN(C2)C2=CN=NC=C2C)CCCO)C=C1)F